dipotassium ortho-phosphate P(=O)([O-])([O-])O.[K+].[K+]